O1COC2=C1C=CC(=C2)C2=NNC(=C2)C2=CC(=NC(=C2)C)Br 4-[3-(1,3-benzodioxol-5-yl)-1H-pyrazol-5-yl]-2-bromo-6-methylpyridine